6-(3-(2-chloro-4-((5-cyclopropyl-3-(3,5-dichloropyridin-4-yl)isoxazol-4-yl)methoxy)phenyl)-3-hydroxyazetidin-1-yl)-5-fluoronicotinic acid ClC1=C(C=CC(=C1)OCC=1C(=NOC1C1CC1)C1=C(C=NC=C1Cl)Cl)C1(CN(C1)C1=NC=C(C(=O)O)C=C1F)O